HYDROXYL-PURINE OC1=NC=C2NC=NC2=N1